trans-N-[8-amino-6-[3-(hydroxymethyl)-5-methyl-1H-pyrazol-4-yl]-3-isoquinolinyl]-2-cyano-cyclopropanecarboxamide NC=1C=C(C=C2C=C(N=CC12)NC(=O)[C@H]1[C@@H](C1)C#N)C=1C(=NNC1C)CO